CC1(N(CCC1)CCNC(=O)C=1C=C(C=NC1)NC1=NN(C2=NC(=NC=C21)NC=2C=C(C=CC2)C(C(=O)OC)(C)C)C)C methyl 2-(3-((3-((5-((2-(2,2-dimethylpyrrolidin-1-yl)ethyl)carbamoyl)pyridin-3-yl)amino)-1-methyl-1H-pyrazolo[3,4-d]pyrimidin-6-yl)amino)phenyl)-2-methylpropanoate